ClC1=NC(=CC(=C1)[C@@H]1NC[C@@H](N(C1)C(=O)OC(C)(C)C)C)Cl cis-tert-butyl 5-(2,6-dichloropyridin-4-yl)-2-methylpiperazine-1-carboxylate